3-chloro-2-methylpyrazole ClC=1N(N=CC1)C